C(C)C1=NN=C2N1C=CC(=C2C(F)(F)F)C(C)OC2=C(C=C(C=C2F)F)F 3-ethyl-8-(trifluoromethyl)-7-[1-(2,4,6-trifluorophenoxy)ethyl][1,2,4]triazolo[4,3-a]pyridine